ClC1=C2CC(CC2=CC=C1)(C)N1CC2=C(CC1)N=C(N2)C2=C(C=CC=C2)Cl 5-(4-chloro-2-methyl-2,3-dihydro-1H-inden-2-yl)-2-(2-chlorophenyl)-4,5,6,7-tetrahydro-3H-imidazo[4,5-c]pyridine